3-chloro-5-(isopropylsulfonyl)-N-{(1S)-1-[1-(pyrimidin-2-yl)-1H-1,2,4-triazol-5-yl]Ethyl}-benzamide ClC=1C=C(C(=O)N[C@@H](C)C2=NC=NN2C2=NC=CC=N2)C=C(C1)S(=O)(=O)C(C)C